4-((5-aminopyridin-2-yl)methyl)piperidine-1-carboxylic acid tert-butyl ester C(C)(C)(C)OC(=O)N1CCC(CC1)CC1=NC=C(C=C1)N